1-benzyl-3-(1-methyl-1H-pyrazol-4-yl)pyrrolidine-2,4-dione C(C1=CC=CC=C1)N1C(C(C(C1)=O)C=1C=NN(C1)C)=O